CN1N=CC(=C1)C1=C2C(=NC=C1)N(N=C2CNC(C=C)=O)C2=CC=C(C=C2)OC(F)(F)F N-[[4-(1-methylpyrazol-4-yl)-1-[4-(trifluoromethoxy)phenyl]pyrazolo[3,4-b]pyridin-3-yl]methyl]prop-2-enamide